NC1=NC(=NC=C1F)C(=O)[O-] amino-5-fluoropyrimidine-2-carboxylate